(3S)-4-[5-bromo-3-(trifluoromethyl)pyridin-2-yl]-3-methylmorpholine BrC=1C=C(C(=NC1)N1[C@H](COCC1)C)C(F)(F)F